NC=1C=C(C=CC1N)C=1CCN(CC1)C(=O)OC(C)(C)C tert-butyl 4-(3,4-diaminophenyl)-3,6-dihydropyridine-1(2H)-carboxylate